5-(3-isopropyl-5-(piperidin-4-yl)-1H-indol-2-yl)-N,7-dimethylpyrazolo[1,5-a]Pyridine-3-carboxamide C(C)(C)C1=C(NC2=CC=C(C=C12)C1CCNCC1)C1=CC=2N(C(=C1)C)N=CC2C(=O)NC